C1(CC1)CN(C1=N\C(\C(N1)=O)=C/C1=CC2=C(OCCO2)C=C1)C1=CC=CC=C1 (Z)-2-((cyclopropylmethyl)(phenyl)amino)-5-((2,3-dihydrobenzo[b][1,4]dioxin-6-yl)methylene)-3,5-dihydro-4H-imidazol-4-one